C(N)(=O)C1=CC(=NC2=C1N=CN=C2NC2CN(CC(C2)F)C(=O)OC(C)(C)C)Cl tert-butyl 3-([8-carbamoyl-6-chloropyrido[3,2-d]pyrimidin-4-yl]amino)-5-fluoropiperidine-1-carboxylate